FC=1C=CC(=C(C1)NCC=1NC2=CC=CC=C2C1)OC (5-fluoro-2-methoxyphenyl)(1H-indol-2-yl)methylamine